2-[2-chloro-5-(1,3-oxazol-5-yl)pyrimidin-4-yl]-6,7-dihydro-5H-1,3-benzothiazol-4-one ClC1=NC=C(C(=N1)C=1SC2=C(N1)C(CCC2)=O)C2=CN=CO2